FC=1C=C(C=CC1C(C)C)C(NC(=O)C1N(C2CC2C1)C(CC1=CN=NN1)=O)C1=CC=CC=C1 N-{[3-fluoro-4-(propan-2-yl)phenyl](phenyl)methyl}-2-[2-(1H-1,2,3-triazol-5-yl)acetyl]-2-azabicyclo[3.1.0]hexane-3-carboxamide